(2S)-2-[[2-(3-chloro-4-methylsulfonyl-anilino)-5-(1-methyltetrazol-5-yl)pyrimidin-4-yl]amino]-2-phenyl-ethanol ClC=1C=C(NC2=NC=C(C(=N2)N[C@H](CO)C2=CC=CC=C2)C2=NN=NN2C)C=CC1S(=O)(=O)C